ClC1=NC=NC=2N(C3=CC=CC=C3C21)CC2=CC=C(CP(O)(O)=O)C=C2 (4-((4-chloro-9H-pyrimido[4,5-b]indol-9-yl)methyl)benzyl)phosphonic acid